(6-(trifluoromethyl)pyridin-2-yl)boronic acid FC(C1=CC=CC(=N1)B(O)O)(F)F